3-(1H-[1,2,3]Triazolo[4,5-b]pyrazin-5-yl)-N-(4-((benzyloxy)methyl)phenyl)benzamide N1N=NC=2C1=NC=C(N2)C=2C=C(C(=O)NC1=CC=C(C=C1)COCC1=CC=CC=C1)C=CC2